C1(C=CC(N1CCCCCC(=O)NCC(=O)O)=O)=O 6-Maleimidohexanoyl-glycine